4-amino-1-((2R,4S,5R)-4-hydroxy-5-(hydroxymethyl)-5-methyl-3-methylenetetrahydrofuran-2-yl)pyrimidin-2(1H)-one NC1=NC(N(C=C1)[C@@H]1O[C@]([C@H](C1=C)O)(C)CO)=O